ClC1=C2C(=NC=C1OC1=CC(=NC=C1)NC(C)=O)N=C(N2C)NC2=CC(=C(C=C2)CN(C)C)C(F)(F)F N-(4-((7-chloro-2-((4-((dimethylamino)methyl)-3-(trifluoromethyl)phenyl)amino)-1-methyl-1H-imidazo[4,5-b]pyridin-6-yl)oxy)pyridin-2-yl)acetamide